C(C)C(CC)N=C=NC(CC)CC N,N'-bis(1-ethylpropyl)carbodiimide